2-(p-tolyl)propan-1-ol methyl-2-((2-methyl-[1,1'-biphenyl]-3-yl)oxy)acetate CC(C(=O)OCC(C)C1=CC=C(C=C1)C)OC=1C(=C(C=CC1)C1=CC=CC=C1)C